FC([C@H](C)OC1=C(C(=O)[O-])C=CC=C1)(F)F 2-(((S)-1,1,1-trifluoropropan-2-yl)oxy)benzoate